5-methoxy-6-methylflavan-7-ol COC1=C2CCC(OC2=CC(=C1C)O)C1=CC=CC=C1